methyl (2R,3S,4S,5R)-3-[2-(cyclobutoxy)-3,4-difluoro-phenyl]-4,5-dimethyl-5-(trifluoromethyl)tetrahydrofuran-2-carboxylate C1(CCC1)OC1=C(C=CC(=C1F)F)[C@H]1[C@@H](O[C@]([C@H]1C)(C(F)(F)F)C)C(=O)OC